11-tetradectrienyl acetate C(C)(=O)OC(CCCCC=CC=CC=C)CCC